C(C)(C)(C)C1(CC=C(C(=C1)C=O)O)C=O 4-tert-butyl-4,6-diformylphenol